(S)-2-(((2r,3S,4r,5r)-5-(6-amino-2-chloro-9H-purin-9-yl)-3-ethynyl-3,4-dihydroxytetrahydrofuran-2-yl)methoxy)-N-hydroxy-2-(thiazol-4-yl)acetamide NC1=C2N=CN(C2=NC(=N1)Cl)[C@H]1[C@@H]([C@@]([C@H](O1)CO[C@H](C(=O)NO)C=1N=CSC1)(O)C#C)O